3-[(E) or (Z)-prop-1-enyl]tetrahydrofuran-2,5-dione C(=CC)C1C(OC(C1)=O)=O